Cl.ClC1=C(C=CC=C1)[C@H]1CC[C@H](N1)C(=O)OC (2S,5R)-methyl 5-(2-chlorophenyl)pyrrolidine-2-carboxylate hydrochloride